N4-Benzoyl-5'-O-((2-Cyanoethoxy)(5'-O-(4,4'-Dimethoxytrityl)-2'-O-Methyluridine-3'-Yl)Phosphoryl)-2'-O-Methylcytidine-3'-Yl 2-((3,4,5-Tris(Octadecyloxy)Benzoyl)Oxy)Acetate C(CCCCCCCCCCCCCCCCC)OC=1C=C(C(=O)OCC(=O)O[C@@]2([C@H]([C@@H](O[C@@H]2COP(=O)([C@@]2([C@H]([C@@H](O[C@@H]2COC(C2=CC=C(C=C2)OC)(C2=CC=C(C=C2)OC)C2=CC=CC=C2)N2C(=O)NC(=O)C=C2)OC)O)OCCC#N)N2C(=O)N=C(NC(C3=CC=CC=C3)=O)C=C2)OC)O)C=C(C1OCCCCCCCCCCCCCCCCCC)OCCCCCCCCCCCCCCCCCC